C1(=CC=CC2=CC=CC=C12)C(=O)N1CCN(CC1)C1=CC=C(C=C1)[N+](=O)[O-] naphthalen-1-yl-(4-(4-nitrophenyl)piperazin-1-yl)methanone